1-methyl-5-aminotetrazole CN1N=NN=C1N